[(3S)-6-Chlorochroman-3-yl]-[6-(5-methoxy-1H-pyrazol-4-yl)-1-(2-oxidanylethyl)indol-3-yl]methanone ClC=1C=C2C[C@@H](COC2=CC1)C(=O)C1=CN(C2=CC(=CC=C12)C=1C=NNC1OC)CCO